OCC(=O)N1CCC(CC1)C1=CC=C(C=N1)C1=NNC=2C1=NC(=C(C2)OC)C2(CCC1=CC=CC=C21)C#N (3-(6-(1-(2-Hydroxyacetyl)piperidin-4-yl)pyridin-3-yl)-6-methoxy-1H-pyrazolo[4,3-b]pyridin-5-yl)-2,3-dihydro-1H-indene-1-carbonitrile